C(CCCCCCCCCCCCCCCCC)(=O)OCCCCCCCCCCCCCCCCCCCC icosyl octadecanoate